N,N-dimethylcyclohexylamine hydrochloride Cl.CN(C)C1CCCCC1